bis(2,4-di-t-amylphenyl)-4-t-amylphenyl phosphite P(OC1=C(C(=C(C=C1)C(C)(C)CC)C1=C(C=C(C=C1)C(C)(C)CC)C(C)(C)CC)C1=C(C=C(C=C1)C(C)(C)CC)C(C)(C)CC)([O-])[O-]